The molecule is an anthocyanidin glycoside that is the cinnamate ester obtained by the formal condensation of 6''-hydroxy group of pelargonidin 3-O-beta-D-glucoside with trans-4-coumaric acid. It has a role as a plant metabolite. It is an anthocyanidin glycoside, a monosaccharide derivative and a cinnamate ester. It derives from a trans-4-coumaric acid and a pelargonidin 3-O-beta-D-glucoside. C1=CC(=CC=C1/C=C/C(=O)OC[C@@H]2[C@H]([C@@H]([C@H]([C@@H](O2)OC3=CC4=C(C=C(C=C4[O+]=C3C5=CC=C(C=C5)O)O)O)O)O)O)O